propyl-N,N-dimethyl-N-(2,3-dihydroxypropyl)ammonium C(CC)[N+](CC(CO)O)(C)C